2-(6-(2-aminoethyl)pyridin-2-yl)propan-2-ol NCCC1=CC=CC(=N1)C(C)(C)O